(S)-N-((3-(6-(4-(2-(naphthalen-1-ylamino)pyrimidin-4-yl)piperazin-1-yl)-5-fluoropyridin-3-yl)-2-oxazolidone-5-yl)methyl)acetamide C1(=CC=CC2=CC=CC=C12)NC1=NC=CC(=N1)N1CCN(CC1)C1=C(C=C(C=N1)N1[CH-]O[C@H](C1=O)CNC(C)=O)F